6-Chloro-8-[4-(6-fluoro-pyridin-2-ylmethoxy)-3-methoxy-phenyl]-1-methyl-9H-pyrido[3,4-b]indole ClC=1C=C2C3=C(NC2=C(C1)C1=CC(=C(C=C1)OCC1=NC(=CC=C1)F)OC)C(=NC=C3)C